CC1(C2=C(C=CC(=C2)C(=O)O)[N+](=C1/C=C/C=C/C=C\\3/C(C4=C(N3CCCCS(=O)(=O)[O-])C=CC(=C4)S(=O)(=O)[O-])(C)C)CCCCS(=O)(=O)[O-])C.[K+].[K+] The molecule is a cyanine dye and an organic potassium salt. It has a role as a fluorochrome. It contains a NIR-4(2-).